ClC=1N=CC=2C3=C(C=C(C2C1)S(=O)(=O)NC(C(C)C)([2H])[2H])CCC3 3-chloro-N-(1,1-dideuterio-2-methyl-propyl)-8,9-dihydro-7H-cyclopenta[h]isoquinoline-5-sulfonamide